ClC1=CC=C(C=C1)C=1CC1C1=CC=C(C=C1)Cl 2,3-bis(4-chlorophenyl)-2-cyclopropene